ClC=1C=C(C=CC1Cl)NC(=O)N1C2CCC1CC=1C=[N+](C=CC12)[O-] 10-((3,4-dichlorophenyl)carbamoyl)-6,7,8,9-tetrahydro-5H-5,8-epiminocyclohepta[c]-pyridine 2-oxide